3-[4-(ethanesulfonyl)phenyl]benzene C(C)S(=O)(=O)C1=CC=C(C=C1)C=1C=CC=CC1